O1N=C(C=C1)NS(=O)(=O)C1=CC=CC=C1 N-(isoxazol-3-yl)benzenesulfonamide